isopropyl 2-[(8R,11R)-8-allyl-11-methyl-9-oxo-1,10,19-triazatricyclo[10.5.2.015,18]nonadeca-12(19),13,15(18),16-tetraen-17-yl]-7-methoxy-1-methyl-benzimidazole-5-carboxylate C(C=C)[C@H]1CCCCCCN2C(=CC=3C=CC([C@H](NC1=O)C)=NC23)C2=NC3=C(N2C)C(=CC(=C3)C(=O)OC(C)C)OC